N-(2-(2-methoxynaphthalen-1-yl)ethyl)-N-methylpropan-2-amine fumarate C(\C=C\C(=O)O)(=O)O.COC1=C(C2=CC=CC=C2C=C1)CCN(C(C)C)C